2-(Difluoromethyl)-6-(4-(4-methyl-1-(3-oxetanyl)-1H-pyrazol-5-yl)-1-piperidinyl)-4-((2R,3R)-2-methyl-3-(4-(2-propenoyl)-1-piperazinyl)-1-azetidinyl)-3-pyridinecarbonitrile FC(C1=NC(=CC(=C1C#N)N1[C@@H]([C@@H](C1)N1CCN(CC1)C(C=C)=O)C)N1CCC(CC1)C1=C(C=NN1C1COC1)C)F